(2-(((1R,3s,5S)-9-(ethylsulfonyl)-9-azabicyclo[3.3.1]nonan-3-yl)(methyl)amino)-5-fluoro-6-((5-methyl-1H-pyrazol-3-yl)amino)pyrimidin-4-yl)methyl pentanoate C(CCCC)(=O)OCC1=NC(=NC(=C1F)NC1=NNC(=C1)C)N(C)C1C[C@H]2CCC[C@@H](C1)N2S(=O)(=O)CC